[18F]fluoroquinoline-4-carboxamide [18F]C1=NC2=CC=CC=C2C(=C1)C(=O)N